tert-butyl-((4-(methylsulfonyl)-3-(4-(trifluoromethyl)phenyl)-4,5,6,7-tetrahydropyrazolo[1,5-a]pyrimidin-6-yl)methyl)carbamate C(C)(C)(C)OC(NCC1CN(C=2N(C1)N=CC2C2=CC=C(C=C2)C(F)(F)F)S(=O)(=O)C)=O